C(C)OC1=CC=C(C=N1)C1=CN=CC(=N1)C(=O)N/N=C/C1=C(C(=CC=C1)C(C)O)F (E)-6-(6-ethoxypyridin-3-yl)-N'-(2-fluoro-3-(1-hydroxyethyl)benzylidene)pyrazine-2-carbohydrazide